C(CC(=O)NC1=CC=CC=C1)(=O)NC1=CC=CC=C1 malonanilide